6-chloro-4-(4-{[4-hydroxy-3-(trifluoromethyl)phenyl]methyl}piperazin-1-yl)-1-methyl-2-oxo-1,2-dihydro-1,5-naphthyridine-3-carbonitrile ClC=1N=C2C(=C(C(N(C2=CC1)C)=O)C#N)N1CCN(CC1)CC1=CC(=C(C=C1)O)C(F)(F)F